(R)-3-(3-((5-(3-methyl-1,2,4-oxadiazol-5-yl)-1H-pyrrolo[2,3-b]pyridin-4-yl)amino)piperidin-1-yl)-3-oxopropanenitrile CC1=NOC(=N1)C=1C(=C2C(=NC1)NC=C2)N[C@H]2CN(CCC2)C(CC#N)=O